C(CCC)[N+]1(CCCCC1)C=C 1-butyl-1-vinylpiperidinium